acrylic acid monoethylaminoethyl ester C(C)NCCOC(C=C)=O